[(2R,3R,4S,5R)-3,4-dihydroxy-5-(hydroxymethyl)oxolan-2-yl]pyrimidin-2(1H)-one O[C@H]1[C@@H](O[C@@H]([C@H]1O)CO)N1C(N=CC=C1)=O